5-ethyl-N-((5-fluoro-2,3-dihydrobenzofuran-4-yl)methyl)-8-(trifluoromethyl)-6H-2,3,5a,9,12,13a-hexaazabenzo[4,5]cyclopenta[7,8]cycloocta[1,2,3-cd]inden-13-amine C(C)C1=CC2=C3C(C(=CCN13)C(F)(F)F)=C1C(=C(N3C2=NN=C3)NCC3=C(C=CC2=C3CCO2)F)N=CC=N1